BrC=1C=C(N=NC1Cl)N 5-bromo-6-chloropyridazin-3-amine